5-dimethylamino-1,3-dioxan-2-one CN(C1COC(OC1)=O)C